OC1CCC(CC1)C(=O)N(C)C (1r,4r)-4-hydroxy-N,N-dimethylcyclohexane-1-carboxamide